6-(1-cyclopropanecarbonyl-1,2,3,6-tetrahydropyridin-4-yl)-4-{[(3S)-piperidin-3-yl]amino}pyrido[3,2-d]pyrimidine-8-carboxamide C1(CC1)C(=O)N1CCC(=CC1)C=1C=C(C=2N=CN=C(C2N1)N[C@@H]1CNCCC1)C(=O)N